FC1(CCN(CC1)C1=NC(=CC(=C1)C1=NN=CS1)C)F 5-(2-(4,4-difluoropiperidin-1-yl)-6-methylpyridin-4-yl)-1,3,4-thiadiazole